2-ethoxycarbonyl-2,3-dihydro-1,4-benzodioxine-6-carboxylic acid C(C)OC(=O)C1COC2=C(O1)C=CC(=C2)C(=O)O